C(CCC)N1C(C2=CN=CC=C2C(=C1)C1=CC(=C(C=O)C=C1OC)OC)=O 4-(2-Butyl-1-oxo-1,2-dihydro-2,7-naphthyridin-4-yl)-2,5-dimethoxybenzaldehyde